2,2-dimethyl-3-[2-{[(1S)-1-(naphthalen-2-yl)ethyl]amino}-7-oxopyrido[2,3-d]pyrimidin-8(7H)-yl]propionitrile CC(C#N)(CN1C(C=CC2=C1N=C(N=C2)N[C@@H](C)C2=CC1=CC=CC=C1C=C2)=O)C